CN(C(C1=CC(=CC=C1)Cl)=O)C N,N-dimethyl-3-chlorobenzamide